FC(OC1=NNC2=C1C(N(CC2)C)=O)F 3-(difluoromethoxy)-5-methyl-6,7-dihydro-1H-pyrazolo[4,3-c]pyridin-4-one